C(C)C=1N=C2N(C=C(C=C2)C2CCN(CC2)S(=O)(=O)C)C1N(C=1SC(=C(N1)C1=CC=C(C=C1)F)C(=O)OC)C methyl 2-((2-ethyl-6-(1-(methylsulfonyl) piperidin-4-yl)imidazo[1,2-a]pyridin-3-yl)(methyl)amino)-4-(4-fluorophenyl)thiazole-5-carboxylate